[Br-].C(C1=CC=CC=C1)[N@@+](CC#C)(C(C)C)C (R)-N-benzyl-N-methyl-N-(isopropyl)prop-2-yn-1-aminium bromide